n-heptyltriphenylphosphonium bromide CCCCCCC[P+](C1=CC=CC=C1)(C2=CC=CC=C2)C3=CC=CC=C3.[Br-]